1-(1,3-benzodioxol-5-yl)-3-(3,6-dichloropyridazin-4-yl)propane-1,3-dione O1COC2=C1C=CC(=C2)C(CC(=O)C2=C(N=NC(=C2)Cl)Cl)=O